3,6-bis(trifluoromethoxy)-9H-carbazole FC(OC=1C=CC=2NC3=CC=C(C=C3C2C1)OC(F)(F)F)(F)F